tert-butyl 4-chloro-7-((5-(4-cyclopropyl-4-hydroxypiperidin-1-yl)pyridin-2-yl)amino)-1-oxoisoindoline-2-carboxylate ClC1=C2CN(C(C2=C(C=C1)NC1=NC=C(C=C1)N1CCC(CC1)(O)C1CC1)=O)C(=O)OC(C)(C)C